(4-amino-3-(4-amino-4-methylpiperidin-1-yl)-6-(benzo[d][1,3]dioxan-5-yl)pyridin-2-yl)methanol NC1=C(C(=NC(=C1)C1=CC=CC=2OCOCC21)CO)N2CCC(CC2)(C)N